OCCCCOC(C=C)=O 4-hydroxybutyl-acrylate